C(C)(C)(C)OC(=O)N1C2[C@H]([C@H](C[C@@H]1CC2)N(C)C2=CN=C(N=N2)C=2C=C1C(=CN(C(C1=CC2OC)=O)CC)F)F (2s,3s,5s)-3-{[3-(2-ethyl-4-fluoro-7-methoxy-1-oxoisoquinolin-6-yl)-1,2,4-triazin-6-yl](methyl)amino}-2-fluoro-8-azabicyclo[3.2.1]octane-8-carboxylic acid tert-butyl ester